ClC1=CC2=C(N=CN=C2NC2=CC(=C(C=C2)CC2=CC3=C(N(C=N3)C)C=C2)C)C=N1 6-chloro-N-{3-methyl-4-[(1-methyl-1,3-benzodiazol-5-yl)methyl]phenyl}pyrido[3,4-d]pyrimidin-4-amine